C(CCCCCCCCCCCCCCCCCCCCCCCCCC)N1C(CCC1)=O 1-N-heptacosyl-2-pyrrolidone